C(CCCC)[N+]1(CCCC1)C 1-pentyl-1-methylpyrrolidinium